ClC=1C=C(SC1)C=C 4-chloro-2-vinylthiophene